(cis)-Methyl 6-(1-(5-(3-(tert-butoxycarbonyl)-1-hydroxycyclobutyl)pyrimidin-2-yl)piperidin-4-yl)-4-(2-chloro-3,4-difluorophenyl)-2-(thiazol-2-yl)-1,4-dihydropyrimidine-5-carboxylate C(C)(C)(C)OC(=O)C1CC(C1)(O)C=1C=NC(=NC1)N1CCC(CC1)C1=C(C(N=C(N1)C=1SC=CN1)C1=C(C(=C(C=C1)F)F)Cl)C(=O)OC